4-(4,4-dimethylcyclohexylidene)-2-(1-methyl-1H-pyrazol-5-yl)oxazol-5(4H)-one CC1(CCC(CC1)=C1N=C(OC1=O)C1=CC=NN1C)C